C(CCC)NC(=NCC)NC(=N)N 1-n-butyl-N2-ethylbiguanide